dihydroxy(ethylmorpholine) OC1(N(CCOC1)CC)O